tert-butyl 1'-(4-methoxybenzyl)-7'-(trifluoromethyl)-3',4'-dihydro-1'H-spiro[pyrrolidine-3,2'-[1,8]naphthyridine]-1-carboxylate COC1=CC=C(CN2C3(CCC4=CC=C(N=C24)C(F)(F)F)CN(CC3)C(=O)OC(C)(C)C)C=C1